O=C1NC(CCC1N1C(C2=CC=C(C=C2C1=O)C(=O)NCC1=CC=C(C=C1)CN1C(N(C2=C1C=CC=C2)C2=CC=C(C=C2)OC)=O)=O)=O 2-(2,6-Dioxopiperidin-3-yl)-N-(4-((3-(4-methoxyphenyl)-2-oxo-2,3-dihydro-1H-benzo[d]imidazol-1-yl)methyl)benzyl)-1,3-dioxoisoindoline-5-carboxamide